FC([C@]12N(C=3C(=NN=C(C3)C3=C(C(=CC=C3)F)O)NC1)C[C@@H](C2)OC2=NC=C(C=C2F)CO)F 2-((6aR,8R)-6a-(Difluoromethyl)-8-((3-fluoro-5-(hydroxymethyl)pyridin-2-yl)oxy)-5,6,6a,7,8,9-hexahydropyrrolo[1',2':4,5]pyrazino[2,3-c]pyridazin-2-yl)-6-fluorophenol